C(#N)C1=NC(=NC(=C1)C)N1CCN(CC1)S(=O)(=O)C=1C=C2CCN(C2=CC1)C(=O)C1=C(N=CN1C)N(S(=O)(=O)C)C N-(5-(5-((4-(4-cyano-6-methylpyrimidin-2-yl)piperazin-1-yl)sulfonyl)indoline-1-carbonyl)-1-methyl-1H-imidazol-4-yl)-N-methylmethanesulfonamide